1-(((4'-cyclopropyl-6'-methoxy-5-nitro-[2,5'-bipyrimidinyl]-4-yl)(4-(1-methyl-4-(Trifluoromethyl)-1H-imidazol-2-yl)benzyl)amino)methyl)cyclopropane-1-carboxylic acid ethyl ester C(C)OC(=O)C1(CC1)CN(CC1=CC=C(C=C1)C=1N(C=C(N1)C(F)(F)F)C)C1=NC(=NC=C1[N+](=O)[O-])C=1C(=NC=NC1OC)C1CC1